ClC=1N=C(SC1)C1=NN=C2N1CCN([C@@H]2C)C(=O)C2=CC(=C(C=C2)F)[2H] (R)-(3-(4-Chlorothiazol-2-yl)-8-methyl-5,6-dihydro-[1,2,4]triazolo[4,3-a]pyrazine-7(8H)-yl)(4-fluorophenyl-3-d)methanone